C(C)(C)(C)N1N=CC(=C1C(=O)NCCC1=CC=C(C=C1)C(N)=NO)OC1=CC(=CC=C1)C(F)(F)F 1-(tert-butyl)-N-(4-(N'-hydroxycarbamimidoyl)phenethyl)-4-(3-(trifluoromethyl)phenoxy)-1H-pyrazole-5-carboxamide